CC(CC[C@@H](C(=O)O)NC([C@H]([C@H](CC)C)NC(=O)[C@@H]1NCCOC1)=O)(C)C (2S)-5,5-dimethyl-2-[(2S,3S)-3-methyl-2-{[(3R)-morpholin-3-yl]formamido}pentanamido]hexanoic acid